di-tert-butyl (2-(ethyl (4-(4-((5-(2-((3-fluorophenyl) amino)-2-ethoxy)-1H-pyrazol-3-yl) amino) quinazolin-7-yl) but-3-yn-1-yl) amino) ethyl) phosphate P(=O)(OC(C)(C)C)(OC(C)(C)C)OCCN(CCC#CC1=CC=C2C(=NC=NC2=C1)NC1=NNC(=C1)OC(C)NC1=CC(=CC=C1)F)CC